2-cyclohexyl-N-methoxy-N-methylacetamide C1(CCCCC1)CC(=O)N(C)OC